5-heptene-2,3-dicarboxylic anhydride CC1C(CC=CC)C(=O)OC1=O